COC1=NC(=NC=C1)C1=CC2=C(O[C@H](CN2S(=O)(=O)C2=CC(=CC=C2)C(F)(F)F)CCC(=O)O)C=C1 (S)-3-(6-(4-methoxypyrimidin-2-yl)-4-((3-(trifluoromethyl)-phenyl)sulfonyl)-3,4-dihydro-2H-benzo[b][1,4]oxazin-2-yl)propanoic acid